methyl (2S)-4-amino-2-hydroxy-butanoate hydrochloride Cl.NCC[C@@H](C(=O)OC)O